O1COCC2=C1C=CC(=C2)C(C2CCN(CC2)C(=O)OCC)C2=CC1=C(OCOC1)C=C2 ethyl 4-(bis(4H-benzo[d][1,3]dioxin-6-yl)methyl)piperidine-1-carboxylate